OC1=C(C(=O)C2=CC(=C(C=C2)OC)OC)C=CC(=C1)O 2,4-Dihydroxy-3',4'-dimethoxybenzophenone